3,4-dihydroxy-9,10-dioxo-2-anthracenesulfonic acid sodium salt [Na+].OC=1C(=CC=2C(C3=CC=CC=C3C(C2C1O)=O)=O)S(=O)(=O)[O-]